N12[C@@H](CC(CC1)CC2)N (S)-quinuclidineamine